Triisopropylmonosilane C(C)(C)[SiH](C(C)C)C(C)C